(5RS)-5-[(3,3-Difluoropyrrolidin-1-yl)carbonyl]-2-[3-(trifluoromethyl)benzyl]-5,6,7,8-tetrahydro[1,2,4]triazolo[4,3-a]pyridin-3(2H)-one FC1(CN(CC1)C(=O)[C@H]1CCCC=2N1C(N(N2)CC2=CC(=CC=C2)C(F)(F)F)=O)F |r|